C(C)(C)(C)OC(=O)N[C@@H](CC(=O)O)C1=CC=CC=C1 (3S)-3-(tert-butoxycarbonylamino)-3-phenyl-propanoic acid